C(C)[C@@H]1[C@@H](C1)C(=O)NC1=CC(=C(C=C1)C)C1=NC=CC=C1 cis-2-ethyl-N-(4-methyl-3-pyridin-2-ylphenyl)cyclopropane-1-carboxamide